2-(4-ISOBUTYLPHENYL)-N-(4-((2-(4-METHOXYPHENYL)-3,5-DIOXO-1,2,4-THIADIAZOLIDIN-4-YL)METH-YL)BENZYL)PROPANAMIDE C(C(C)C)C1=CC=C(C=C1)C(C(=O)NCC1=CC=C(C=C1)CN1C(N(SC1=O)C1=CC=C(C=C1)OC)=O)C